ClC1=C(C=CC=C1Cl)C1=NC2=NC(=NC=C2N1)N1CCC2(CC1)[C@@H](C1=CC=CC=C1C2)NS(=O)C(C)(C)C N-((S)-1'-(8-(2,3-dichlorophenyl)-7H-purin-2-yl)-1,3-dihydrospiro[indene-2,4'-piperidine]-1-yl)-2-methylpropan-2-sulfinamide